[6-(3,3-diethoxypropoxy)-3-pyridyl]methanamine C(C)OC(CCOC1=CC=C(C=N1)CN)OCC